3-(8-amino-2-(imidazo[1,2-a]pyridin-8-ylmethyl)-5-(pyrimidin-4-yl)-[1,2,4]triazolo[1,5-a]pyrazin-6-yl)benzonitrile NC=1C=2N(C(=C(N1)C=1C=C(C#N)C=CC1)C1=NC=NC=C1)N=C(N2)CC=2C=1N(C=CC2)C=CN1